BrC1=NC(=C(N=C1)C1=CC=CC=C1)C1=CC=CC=C1 2-bromo-5,6-diphenylpyrazine